COC1=NC=NC(=C1C1=NC=C2C(=N1)N(N=C2)CC2=CC=C(C=C2)C=2N(C=C(N2)C(F)(F)F)C)C 6-(4-methoxy-6-methylpyrimidin-5-yl)-1-(4-(1-methyl-4-(trifluoromethyl)-1H-imidazol-2-yl)benzyl)-1H-pyrazolo[3,4-d]pyrimidine